BrC=1C=C2C(=C(C=NC2=CC1)S(=O)(=O)Cl)O 6-bromo-4-hydroxy-quinoline-3-sulfonyl chloride